(R)-5-(1-((6-(4-fluorophenyl)-8-methoxyquinazolin-4-yl)amino)ethyl)-2-(trifluoromethyl)pyridine 1-oxide formate C(=O)O.FC1=CC=C(C=C1)C=1C=C2C(=NC=NC2=C(C1)OC)N[C@H](C)C=1C=CC(=[N+](C1)[O-])C(F)(F)F